Cyclopropyl(2-(6-(2-ethyl-5-fluoro-4-hydroxyphenyl)-1H-pyrazolo[4,3-b]pyridin-3-yl)-4,6-dihydropyrrolo[3,4-d]imidazol-5(1H)-yl)ketone C1(CC1)C(=O)N1CC=2NC(=NC2C1)C1=NNC=2C1=NC=C(C2)C2=C(C=C(C(=C2)F)O)CC